ClC=1N=C(C2=C(N1)N(N=N2)[C@H]2[C@@H]([C@@H]([C@H](O2)COP(=O)(OC)CP(O)(O)=O)O)O)NC2CCCC2 (((((2R,3S,4R,5R)-5-(5-chloro-7-(cyclopentylamino)-3H-[1,2,3]triazolo[4,5-d]pyrimidin-3-yl)-3,4-dihydroxytetrahydrofuran-2-yl)methoxy)(methoxy)phosphoryl)methyl)phosphonic acid